OC1(CN(C1)C1=NN=C(S1)C=1C(=CC(=NC1)C1=CC=C2N1N=CC(=C2)C#N)NC(C)C)C(F)(F)F 7-(5-(5-(3-hydroxy-3-(trifluoromethyl)azetidin-1-yl)-1,3,4-thiadiazol-2-yl)-4-(isopropylamino)pyridin-2-yl)pyrrolo[1,2-b]pyridazine-3-carbonitrile